C(C)OC(=O)C1=C(N=C(N1OCC=C)C1=CC(=CC=C1)C#N)C 1-(allyloxy)-2-(3-cyanophenyl)-4-methyl-1H-imidazole-5-carboxylic acid ethyl ester